C1(=CC=CC=C1)C1C(N(CC1)CC1=CC=NC=C1)=O phenyl-1-(pyridin-4-ylmethyl)pyrrolidin-2-one